N[C@H](C(=O)O)CCC(=O)N[C@H](C(=O)NCC(=O)O)CS (2S)-2-amino-5-[[(2R)-1-(carboxymethylamino)-1-oxo-3-sulfanylpropan-2-yl]amino]-5-oxopentanoic acid